5-(7-((4,4-difluoro-1-piperidinyl)carbonyl)-2-quinoxalinyl)-2(1H)-pyridinone FC1(CCN(CC1)C(=O)C1=CC=C2N=CC(=NC2=C1)C=1C=CC(NC1)=O)F